((2S,5S)-2-(4-fluorophenyl)-4-methoxy-5-methylpiperidin-1-yl)-2-oxoacetamide FC1=CC=C(C=C1)[C@H]1N(C[C@@H](C(C1)OC)C)C(C(=O)N)=O